C1(CCC1)CNCC=1C=C(C2=C(N=C(O2)C2=CC(=CC=C2)C2(CC(C2)C)C2=NN=CN2C)C1)C(F)(F)F (Cyclobutylmethyl)[(2-{3-[(1r,3s)-3-methyl-1-(4-methyl-1,2,4-triazol-3-yl)cyclobutyl]phenyl}-7-(trifluoromethyl)-1,3-benzoxazol-5-yl)methyl]amine